ClC1=C(OCC=2C=C(O[C@H]3C[C@@H](N(CC3)CC3=NC4=C(N3C[C@H]3OCC3)C=C(C=C4)C(=O)O)C)C=CC2)C=CC(=C1)Cl 2-{[(2S,4R)-4-{3-[(2,4-dichlorophenoxy)methyl]phenoxy}-2-methylpiperidin-1-yl]methyl}-1-{[(2S)-oxetan-2-yl]methyl}-1H-1,3-benzodiazole-6-carboxylic acid